FC(C1=NN=C(S1)NC(=O)C1=NN2C(C(N(CC2)CC=2C=NC=CC2)=O)=C1C)(F)F 3-Methyl-4-oxo-5-pyridin-3-ylmethyl-4,5,6,7-tetrahydropyrazolo[1,5-a]pyrazine-2-carboxylic acid (5-trifluoromethyl-[1,3,4]thiadiazol-2-yl) amide